FC1=C(C=C(C=C1)F)[C@@H]1N(CCC1)C1=NNC2=NC=C(C=C21)C(=O)NCCCO (R)-3-(2-(2,5-difluorophenyl)pyrrolidin-1-yl)-N-(3-hydroxypropyl)-1H-pyrazolo[3,4-b]pyridine-5-carboxamide